S1(C2=C(OC=CN1)C=CC=C2)(=O)=O benzo[b][1,4,5]oxathiazepine 1,1-dioxide